The molecule is a glycotriaosylceramide having alpha-D-galactosyl-(1->4)-beta-D-galactosyl-(1->4)-beta-D-glucosyl as the glycotriaosyl component attached to the Cer(d18:1/24:0). It has a role as a mouse metabolite. It derives from a tetracosanoic acid. CCCCCCCCCCCCCCCCCCCCCCCC(=O)N[C@@H](CO[C@H]1[C@@H]([C@H]([C@@H]([C@H](O1)CO)O[C@H]2[C@@H]([C@H]([C@H]([C@H](O2)CO)O[C@@H]3[C@@H]([C@H]([C@H]([C@H](O3)CO)O)O)O)O)O)O)O)[C@@H](/C=C/CCCCCCCCCCCCC)O